ClC=1C=CC2=C(SC(=C2)C(C(=C)C2=C(C=CC=C2)F)=O)C1 1-(6-chlorobenzo[b]thiophen-2-yl)-2-(2-fluorophenyl)prop-2-en-1-one